hydroxymethylglutathione tert-butyl-4-(4-amino-3-fluorophenyl)piperazine-1-carboxylate C(C)(C)(C)C1N(CCN(C1)C1=CC(=C(C=C1)N)F)C(=O)O.OCN[C@H](C(=O)O)CCC(=O)N[C@@H](CS)C(=O)NCC(=O)O